5,9-dimethyldec-4-enal CC(=CCCC=O)CCCC(C)C